1H-PYRROLO[2,3-B]PYRIDINE-6-CARBALDEHYDE N1C=CC=2C1=NC(=CC2)C=O